C(C1=CC=CC=C1)OC1=CC=C(C=C1)C=1N=NN(C1CO[Si](C)(C)C(C)(C)C)C 4-(4-(benzyloxy)phenyl)-5-(((tert-butyldimethylsilyl)oxy)methyl)-1-methyl-1H-1,2,3-triazole